ethyl 2-chloro-4-[(2S)-2-(hydroxymethyl)-2,3-dihydro-1H-indol-1-yl]pyrimidine-5-carboxylate ClC1=NC=C(C(=N1)N1[C@@H](CC2=CC=CC=C12)CO)C(=O)OCC